FC1=C(C=CC(=C1)F)[C@](C(F)(F)C1=CC=C(C=N1)C1=CC=C(C=C1)N1CC(N(CC1)C1=CC=C(C#N)C=C1)=O)(CN1N=NN=C1)O (R)-4-(4-(4-(6-(2-(2,4-difluorophenyl)-1,1-difluoro-2-hydroxy-3-(1H-tetrazol-1-yl)propyl)pyridin-3-yl)phenyl)-2-oxopiperazin-1-yl)benzonitrile